4-((S)-2-methylpyrrolidine-1-carbonyl)-N-((1r,3r)-3-(methylsulfonyl)cyclobutyl)thiazole-2-carboxamide C[C@@H]1N(CCC1)C(=O)C=1N=C(SC1)C(=O)NC1CC(C1)S(=O)(=O)C